3',6'-diacetoxy-2',7'-difluoro-3-oxo-3H-spiro[isobenzofuran-1,9'-xanthene] C(C)(=O)OC=1C(=CC=2C3(C4=CC(=C(C=C4OC2C1)OC(C)=O)F)OC(C1=CC=CC=C13)=O)F